CN(C=1N=NC(=CN1)C1=C(C=C(C=C1)C=1C=NNC1)O)C1CNCCC1 2-{3-[methyl-(piperidin-3-yl)amino]-1,2,4-triazin-6-yl}-5-(1H-pyrazol-4-yl)phenol